5-(2-((2-(3-((dimethylamino)methyl)-1,2,4-oxadiazol-5-yl)propan-2-yl)amino)-2-oxoacetyl)-N-(4-fluoro-3-methylphenyl)-1-(2-fluoroethyl)-2,4-dimethyl-1H-pyrrole-3-carboxamide CN(C)CC1=NOC(=N1)C(C)(C)NC(C(=O)C1=C(C(=C(N1CCF)C)C(=O)NC1=CC(=C(C=C1)F)C)C)=O